CN(C=C)C dimethyl-(vinyl)amine